C(C)(C)(C)OC(=O)NC/C(/CN1CCC2=CC(=CC=C12)C(=O)O)=C\F (E)-1-(2-(((tert-butoxycarbonyl)amino)methyl)-3-fluoroallyl)indoline-5-carboxylic acid